(S)-7-(7-Amino-5,7-dihydrospiro[cyclopenta[c]pyridine-6,4'-piperidine]-1'-yl)-3-(2,3-dichlorophenyl)pteridine-2,4(1H,3H)-dione N[C@@H]1C=2C=NC=CC2CC12CCN(CC2)C2=CN=C1C(N(C(NC1=N2)=O)C2=C(C(=CC=C2)Cl)Cl)=O